6-Fmoc-amino(ethylthio)hexanoic acid C(=O)(OCC1C2=CC=CC=C2C2=CC=CC=C12)CCCCC(C(=O)O)(SCC)N